tert-butyl (S)-7-(4-(5-fluoro-2-methoxyphenyl)piperidin-1-yl)-5-oxa-2-azaspiro[3.4]octane-2-carboxylate FC=1C=CC(=C(C1)C1CCN(CC1)[C@@H]1COC2(CN(C2)C(=O)OC(C)(C)C)C1)OC